ClC1=C(C(=CC=C1Cl)O)[C@H](C)NC(=O)[C@@H]1CNCCC1 (3S)-N-[(1S)-1-(2,3-dichloro-6-hydroxyphenyl)ethyl]piperidine-3-carboxamide